6-(1-cyclopropyl-1H-indol-4-yl)-2-(pyrimidin-2-yl)-5,6,7,8-tetrahydrophthalazin-1(2H)-one C1(CC1)N1C=CC2=C(C=CC=C12)C1CC=2C=NN(C(C2CC1)=O)C1=NC=CC=N1